4-[[2-(4-cyclopropyl-6-methoxy-pyrimidin-5-yl)-4-[[4-[1-methyl-4-(trifluoromethyl)imidazol-2-yl]phenyl]methoxy]pyrimidin-5-yl]methyl]morpholine C1(CC1)C1=NC=NC(=C1C1=NC=C(C(=N1)OCC1=CC=C(C=C1)C=1N(C=C(N1)C(F)(F)F)C)CN1CCOCC1)OC